FC=1C=C(C=CC1)N1C(N(CC1)C=1N=C(C2=C(N1)C=CC=N2)N2CCOCC2)=O 1-(3-fluorophenyl)-3-(4-morpholinopyrido[3,2-d]pyrimidin-2-yl)imidazolidin-2-one